N1(CC=CC=C1)C(=O)OC(C)(C)C pyridine-1-carboxylic acid, 1,1-dimethylethyl ester